FC(C1=CN=C2N1C=C(C=N2)C=2C(=CN1N=C(N=C(C12)OC)NC1CCC(CC1)(O)C)F)F (1r,4r)-4-((5-(3-(difluoromethyl)imidazo[1,2-a]pyrimidin-6-yl)-6-fluoro-4-methoxypyrrolo[2,1-f][1,2,4]triazin-2-yl)amino)-1-methylcyclohexan-1-ol